(S)-N-(7-((5-(4'-amino-4'H,6'H-spiro[piperidine-4,5'-pyrrolo[1,2-b]pyrazol]-1-yl)pyrazin-2-yl)thio)-8-chloroimidazo[1,2-a]pyridin-2-yl)-2,2,2-trifluoroacetamide N[C@H]1C2(CN3N=CC=C31)CCN(CC2)C=2N=CC(=NC2)SC2=C(C=3N(C=C2)C=C(N3)NC(C(F)(F)F)=O)Cl